5-norbornene-2,3-dicarboxylic acid monomethyl ester COC(=O)C1C2C=CC(C1C(=O)O)C2